FC=1C(=C(C=CC1F)[C@H]1[C@H](O[C@](C1)(C(F)(F)F)C)C(=O)OCC)OC |r| ethyl rac-(2S,3S,5R)-3-(3,4-difluoro-2-methoxy-phenyl)-5-methyl-5-(trifluoromethyl)tetrahydrofuran-2-carboxylate